5-chloro-N-[2,4-difluoro-3-[1-(1-hydroxyethyl)imidazo[1,5-a]pyridin-6-yl]phenyl]-2-methoxypyridine-3-sulfonamide ClC=1C=C(C(=NC1)OC)S(=O)(=O)NC1=C(C(=C(C=C1)F)C=1C=CC=2N(C1)C=NC2C(C)O)F